C1OCCN2[C@H]1CN(CC2)CC=2C=CC1=C(C(=NO1)N1C(NC(CC1)=O)=O)C2 (S)-1-(5-((hexahydropyrazino[2,1-c][1,4]oxazin-8(1H)-yl)methyl)benzo[d]isoxazol-3-yl)dihydropyrimidine-2,4(1H,3H)-dione